CO[Si](OC)(OC)OC Tetramethoxysilan